N(=[N+]=[N-])CC=1C=C(C=CC1)B1OC(C(O1)(C)C)(C)C 2-(3-(azidomethyl)phenyl)-4,4,5,5-tetramethyl-1,3,2-dioxaborolane